1-Isopropenyl-4,6-dimethyl-2-oxo-pyridine C(=C)(C)N1C(C=C(C=C1C)C)=O